2,3-dimethoxypyridin-4-one COC1=NC=CC(C1OC)=O